C(C1=CC=CC=C1)N1C(=CC2=C1N=CN=C2C2=CC=CC=C2)P(C2=CC=CC=C2)(C2=CC=CC=C2)=O (7-benzyl-4-phenyl-7H-pyrrolo[2,3-d]pyrimidin-6-yl)diphenylphosphine oxide